O1CCN(CC1)CCN1CCNCC1 1-(2-morpholinoethyl)piperazine